1-stearoyl-2-oleoyl-sn-glycero-3-phosphoethanolamine C(CCCCCCCCCCCCCCCCC)(=O)OC[C@@H](OC(CCCCCCC\C=C/CCCCCCCC)=O)COP(=O)(O)OCCN